O1[C@@H](COCC1)COC=1N2CCC3=C(C2=C(C(C1)=O)C)C=CC(=C3)N3CCN(CC3)S(=O)(=O)C 4-[[(2S)-1,4-dioxan-2-yl]methoxy]-1-methyl-9-(4-methylsulfonylpiperazin-1-yl)-6,7-dihydrobenzo[a]quinolizin-2-one